1-(2-bromoethyl)piperidine-4-carboxylic acid ethyl ester C(C)OC(=O)C1CCN(CC1)CCBr